O1[C@@H](CC1)CN1C(=NC2=C1C=C(C=C2)C(=O)O)CN2CCC(CC2)C2=NC(=CC=C2)OCC2=CC=C1C=CN=CC1=C2 (S)-1-(oxetan-2-ylmethyl)-2-((4-(6-(isoquinoline-7-ylmethoxy)pyridin-2-yl)piperidin-1-yl)methyl)-1H-benzo[d]imidazole-6-carboxylic acid